2-[1-[2-[1-(3,4-Dimethoxyphenyl)triazol-4-yl]-6-methyl-4-oxo-chromen-8-yl]ethylamino]benzoic acid COC=1C=C(C=CC1OC)N1N=NC(=C1)C=1OC2=C(C=C(C=C2C(C1)=O)C)C(C)NC1=C(C(=O)O)C=CC=C1